ClC1=NC=CC(=C1)N1CCN(CC1)C(=O)OC(C)(C)C tert-butyl 4-(2-chloro-4-pyridyl)piperazine-1-carboxylate